5-ethoxypicolinamide C(C)OC=1C=CC(=NC1)C(=O)N